O=C(C(=O)NC=1C2=C(C=NC1)C=NN2)N2[C@H](CC[C@@H](C2)C)C=2C=CC1=C(N=C(S1)C1CCN(CC1)C)C2 2-oxo-N-(1H-pyrazolo[4,3-c]pyridin-7-yl)-2-[(2R,5S)-5-methyl-2-[2-(1-methyl-4-piperidyl)-1,3-benzothiazol-5-yl]-1-piperidyl]acetamide